FC=1C=C(CC2=NC=CC=C2)C=C(C1)C(F)(F)F 2-(3-fluoro-5-(trifluoromethyl)benzyl)pyridine